BrCCCCCOC1OCCCC1 2-((5-Bromopentyl)oxy)tetrahydro-2H-pyran